N[C@@H]1CN(CC1)C(=O)C=1SC(=CC1C)C1=CC(=C(C=C1)C1CCN(CC1)CC)F (S)-(3-aminopyrrolidin-1-yl)(5-(4-(1-ethylpiperidin-4-yl)-3-fluorophenyl)-3-methylthiophen-2-yl)methanone